4-bromo-4'-methylbiphenyl BrC1=CC=C(C=C1)C1=CC=C(C=C1)C